tri(4,4-dimethyl-1-pentyl)citrate CC(CCCC(C(C(C(=O)[O-])(CCCC(C)(C)C)CCCC(C)(C)C)(O)C(=O)[O-])C(=O)[O-])(C)C